4-amino-3,5-dichloro-6-(3-(4-fluorophenyl)-1H-indol-1-yl)-pyridine-2-carbonitrile NC1=C(C(=NC(=C1Cl)N1C=C(C2=CC=CC=C12)C1=CC=C(C=C1)F)C#N)Cl